(2S)-4-ethyl-2-(hydroxymethyl)-2-(methoxymethyl)-1-azabicyclo[2.2.2]octan-3-one C(C)C12C([C@@](N(CC1)CC2)(COC)CO)=O